Dichloro-n-hexylaluminum Cl[Al](CCCCCC)Cl